CC=1C(N(C=C(C1)C)[C@@H](CNS(=O)(=O)C)CO[C@@H]1CC[C@@H](CC1)C1=CC=CC=C1)=O |o1:8| (S or R)-N-[2-(3,5-dimethyl-2-oxo-1,2-dihydropyridin-1-yl)-3-{[(CIS)-4-phenylcyclohexyl]oxy}propyl]methane-sulfonamide